C1(CC1)CN(C1C(CCC1)OC=1C=C2CN(C(C2=CC1)=O)C1C(NC(CC1)=O)=O)CC1CC1 3-(5-((2-(bis(cyclopropylmethyl)amino)cyclopentyl)oxy)-1-oxoisoindolin-2-yl)piperidine-2,6-dione